N1=CN=CC2=C1C1CCC(C2)N1C(=O)[O-] 6,7,8,9-tetrahydro-5H-6,9-epiminocyclohepta[d]pyrimidine-10-carboxylat